ethyl (S)-3-(2',4'-difluoro-5-methoxybiphenyl-3-yl)-3-(3-(4-hydroxy-1-methyl-2-oxo-1,2-dihydropyridin-3-yl)ureido)propanoate FC1=C(C=CC(=C1)F)C1=CC(=CC(=C1)OC)[C@H](CC(=O)OCC)NC(=O)NC=1C(N(C=CC1O)C)=O